ethyl (S)-3-amino-3-(3-(5-chlorothiophen-2-yl)phenyl)propanoate N[C@@H](CC(=O)OCC)C1=CC(=CC=C1)C=1SC(=CC1)Cl